6-(4-amino-4-(2-fluorophenyl)piperidin-1-yl)-3-(4-chloro-2-methyl-2H-indazol-5-yl)-1H-pyrazolo[3,4-d]Pyrimidine-4-carboxamide NC1(CCN(CC1)C1=NC(=C2C(=N1)NN=C2C2=C(C1=CN(N=C1C=C2)C)Cl)C(=O)N)C2=C(C=CC=C2)F